N-((5-(2-((6-ethoxy-2-methylquinazolin-4-yl)thio)acetyl)thiophen-2-yl)methyl)-2-hydroxyacetamide C(C)OC=1C=C2C(=NC(=NC2=CC1)C)SCC(=O)C1=CC=C(S1)CNC(CO)=O